rac-(S,2S,5S)-2,5-bis(4-tert-butylphenyl)-1-(dimethylamino)phospholane-1-oxide C(C)(C)(C)C1=CC=C(C=C1)[C@H]1P([C@@H](CC1)C1=CC=C(C=C1)C(C)(C)C)(N(C)C)=O |r|